FC(C=1C=NC2=CC=C(C=C2C1)C(=O)OCC)(F)F ethyl 3-(trifluoromethyl)quinoline-6-carboxylate